2-(3,5-dichloro-4-fluorophenyl)acetonitrile ClC=1C=C(C=C(C1F)Cl)CC#N